(3S,5R,8R,9S,10S,13R,14S,16S,17R)-16-acetoxy-14-hydroxy-10,13-dimethyl-17-(5-oxo-2,5-dihydrofuran-3-yl)hexadecahydro-1H-cyclopenta[a]phenanthren-3-yl 4-methylpiperazine-1-carboxylate CN1CCN(CC1)C(=O)O[C@H]1CC[C@@]2([C@H]3CC[C@@]4([C@H]([C@H](C[C@@]4([C@@H]3CC[C@@H]2C1)O)OC(C)=O)C=1COC(C1)=O)C)C